N[C@@H]1CN(CCC1)C1=CC(=NC=C1C=1C=NN(C1)CCN1CCOCC1)NC1=NC(=NC=C1)C1=C(C=CC=C1OC)F (S)-N-(4-(3-aminopiperidin-1-yl)-5-(1-(2-morpholinoethyl)-1H-pyrazol-4-yl)pyridin-2-yl)-2-(2-fluoro-6-methoxyphenyl)pyrimidin-4-amine